methyl 2-[3-[3-[[1-[(1S)-2-hydroxy-1-methyl-ethyl]-4-piperidyl]methyl]azetidin-1-yl]isoxazol-5-yl]-3-methyl-butanoate OC[C@H](C)N1CCC(CC1)CC1CN(C1)C1=NOC(=C1)C(C(=O)OC)C(C)C